bisphenol A disalicylate C(C=1C(O)=CC=CC1)(=O)O.C(C=1C(O)=CC=CC1)(=O)O.OC1=CC=C(C=C1)C(C)(C)C1=CC=C(C=C1)O